C(C)(C)N1N=CC(=C1)C(=O)NC1=CC(=CC=C1)[C@H](C)NC=1N=C2C(=NC1)NC=C2C=2C=NN(C2)C (S)-1-isopropyl-N-(3-(1-((7-(1-methyl-1H-pyrazol-4-yl)-5H-pyrrolo[2,3-b]pyrazin-2-yl)amino)ethyl)phenyl)-1H-pyrazole-4-carboxamide